N,N'-dichloro-isophthalamide ClNC(C1=CC(C(=O)NCl)=CC=C1)=O